1-[(1S,4aR,5R,8aS)-1-methyl-5-[(1S)-2,2,2-trifluoro-1-hydroxy-ethyl]-3,4,4a,5,6,7,8,8a-octahydro-1H-isoquinolin-2-yl]-2-[3,5-dichloro-2-(hydroxymethyl)-4-pyridyl]ethanone C[C@@H]1N(CC[C@H]2[C@@H](CCC[C@H]12)[C@@H](C(F)(F)F)O)C(CC1=C(C(=NC=C1Cl)CO)Cl)=O